5-(4-(4-hydroxyphenyl)piperidin-1-yl)-3-(trifluoro-methyl)picolinonitrile OC1=CC=C(C=C1)C1CCN(CC1)C=1C=C(C(=NC1)C#N)C(F)(F)F